[Ni].[Pd].[O] oxygen palladium-nickel